N-(6-cyclopropyl-1,8-naphthyridin-2-yl)-2-((S)-4,4-difluoro-3-(6-oxo-1,6-dihydropyridin-3-yl)piperidin-1-yl)propionamide C1(CC1)C=1C=C2C=CC(=NC2=NC1)NC(C(C)N1C[C@@H](C(CC1)(F)F)C1=CNC(C=C1)=O)=O